((5S)-5-((6-amino-9H-purin-9-yl)methyl)-2-oxo-1,4,2-dioxaphosphorinan-2-yl)-L-methionine pentyl ester C(CCCC)OC([C@@H](NP1(OC[C@@H](OC1)CN1C2=NC=NC(=C2N=C1)N)=O)CCSC)=O